2-bromo-4'-nitroacetophenone BrCC(=O)C1=CC=C(C=C1)[N+](=O)[O-]